BrC1CCC2=CC=CC=C12 1-bromo-2,3-dihydro-1H-indene